8-(3-chloro-4-fluorophenyl)-2-(2-(3-fluoropyrrolidin-1-yl)-2-oxoethyl)isoquinolin-1(2H)-one ClC=1C=C(C=CC1F)C=1C=CC=C2C=CN(C(C12)=O)CC(=O)N1CC(CC1)F